N-(aminopropyl)methacrylamide hydrochloride Cl.NCCCNC(C(=C)C)=O